C(N)(=O)CCC1=CC=CC=2C3=CC=C(C=C3NC12)C(=O)O (2-carbamoyleth-1-yl)carbazole-7-carboxylic acid